OC1=CC=C2CN(C(C2=C1)=O)N1C(NC(CC1)=O)=O 1-(6-Hydroxy-1-oxoisoindolin-2-yl)dihydropyrimidine-2,4(1H,3H)-dione